C(#N)C1=NC=C(C(=C1)C1=CC=2N(C=C1)N=C(C2)NC(=O)C2CC2)OC[C@H](C)O N-[5-[2-cyano-5-[(2S)-2-hydroxypropoxy]-4-pyridyl]pyrazolo[1,5-a]pyridin-2-yl]cyclopropanecarboxamide